(Z)-2-fluoro-3-(pyridazin-3-yl)acrylic acid F\C(\C(=O)O)=C/C=1N=NC=CC1